FC(C=1C=C(CC(C(=O)OCC)C(=O)OCC)C=CC1)(F)F Diethyl 2-(3-(trifluoromethyl)benzyl)malonate